FC(OC=1C=C(ON2CCCCC2)C=CC1)(F)F [3-(trifluoromethoxy)phenoxy]piperidine